(S)-2,5-dichloro-6-((2-cyclopropyl-3,3-difluoro-7-methyl-6-oxo-1,2,3,4,6,7-hexahydro-[1,4]oxazepino[2,3-c]quinolin-10-yl)amino)nicotinonitrile ClC1=C(C#N)C=C(C(=N1)NC1=CC=2C3=C(C(N(C2C=C1)C)=O)OCC([C@@H](N3)C3CC3)(F)F)Cl